BrC=1C=C(C=C(C1)Cl)C1=CC=CC2=CC=CC=C12 1-(3-bromo-5-chlorophenyl)naphthalene